[C@H]1(CCC2=CC=CC=C12)N[C@@H]1C(N([C@@H](C1)C1=CC(=CC=C1)I)C1=CC=C(C=C1)C(F)(F)F)=O (3S,5S)-3-(((R)-2,3-Dihydro-1H-Inden-1-Yl)Amino)-5-(3-Iodophenyl)-1-(4-(Trifluoromethyl)Phenyl)Pyrrolidin-2-One